C(CCC)C(CCC(=O)OCCCCCCCC(CCCCCCCOC(CCC(CCCCCC)CCCC)=O)N(S(=O)CCCCCCCC)CC1CCN(CC1)C)CCCCCC 8-(((1-methylpiperidin-4-yl)methyl)(octylsulfinyl)amino)pentadecane-1,15-diyl bis(4-butyldecanoate)